N1CC(CCC1)C1=NC2=CC=CC=C2C(N1)=O 2-(piperidin-3-yl)quinazolin-4(3H)-one